C(C)(C)(C)C1=NC(=NO1)C(=O)NCC1=C(C=C(C=C1)C1=NC=NN2C1=CC(=C2)C2=CC=C(C=C2)C(NCCC2=CC=C(C=C2)NC2C(NC(CC2)=O)=O)=O)C 5-(tert-butyl)-N-(4-(6-(4-((4-((2,6-dioxopiperidin-3-yl)amino)phenethyl)carbamoyl)phenyl)pyrrolo[2,1-f][1,2,4]triazin-4-yl)-2-methylbenzyl)-1,2,4-oxadiazole-3-carboxamide